[NH3+][C@H](C(=O)[O-])C(C)C (S)-2-ammonio-3-methylbutanoate